ClC1=CC(=C(C=C1)/C(/C#N)=C/C1=C(C=CC=C1)Cl)F (Z)-2-(4-chloro-2-fluorophenyl)-3-(2-chlorophenyl)acrylonitrile